3-fluoro-5-formyl-4-hydroxy-N-(3-(pyrrolidin-1-yl)-4-(trifluoromethyl)phenyl)benzamide FC=1C=C(C(=O)NC2=CC(=C(C=C2)C(F)(F)F)N2CCCC2)C=C(C1O)C=O